FC(C1=NN=C(O1)C=1C=CC(=NC1)CN1C(N(C2=C1C=C(C(=C2)C2=CC=NC=C2)F)C2CN(C2)C)=O)F 1-((5-(5-(difluoromethyl)-1,3,4-oxadiazole-2-yl)pyridine-2-yl)methyl)-6-fluoro-3-(1-methylazetidine-3-yl)-5-(pyridine-4-yl)-1,3-dihydro-2H-benzo[d]imidazole-2-one